C(C1=CC=CC=C1)OCC1(CC1)CN1CCC(CC1)OC1=NC(=NC=C1)C(F)(F)F 4-((1-((1-((benzyloxy)methyl)cyclopropyl)methyl)piperidin-4-yl)oxy)-2-(trifluoromethyl)pyrimidine